C(C1=CC=CC=C1)N1N=NC(=C1)CC(CN(CC)CC)(CC=1N=NN(C1)CC1=CC=CC=C1)CC=1N=NN(C1)CC1=CC=CC=C1 tris[(1-benzyl-1H-1,2,3-triazol-4-yl)methyl]Triethylamine